C1(CC1)C=1N=CN(C1C1=CC=CC=C1)CC1=CC(=C(C=C1)[N+](=O)[O-])F 4-cyclopropyl-1-[(3-fluoro-4-nitro-phenyl)methyl]-5-phenyl-imidazole